C(C)(C)(C)OC(=O)N1C(C2(CC1)CCCCC2)OC 1-methoxy-2-azaspiro[4.5]decane-2-carboxylic acid tert-butyl ester